CC=1C=C(NC1)C1=NC(=NO1)C1CCC2CSC3=C(C(N2C1)=O)C=CC=C3 9-[5-(4-methyl-1H-pyrrol-2-yl)-1,2,4-oxadiazol-3-yl]-6,6a,7,8,9,10-hexahydro-12H-pyrido[2,1-c][1,4]benzothiazepin-12-one